tert-Butyl 3-(5-(2,2-difluoro-1-hydroxyethyl)-7-(thiazol-2-yl)-4-(trifluoromethoxy)benzo[d]oxazol-2-yl)-3,8-diazabicyclo[3.2.1]octane-8-carboxylate FC(C(O)C=1C=C(C2=C(N=C(O2)N2CC3CCC(C2)N3C(=O)OC(C)(C)C)C1OC(F)(F)F)C=1SC=CN1)F